(S)-1-(3-(bis(4-methoxyphenyl)(phenyl)methoxy)-2-hydroxypropyl)-5-methylpyrimidine-2,4(1H,3H)-dione COC1=CC=C(C=C1)C(OC[C@H](CN1C(NC(C(=C1)C)=O)=O)O)(C1=CC=CC=C1)C1=CC=C(C=C1)OC